C(#N)[C@H]1[C@@H](CCC1)N1N=C(C(=C1)C(=O)N)NC=1C=CC2=C(C(=CB(O2)O)C(C)C)C1 1-(trans-2-cyanocyclopentyl)-3-[(2-hydroxy-4-isopropyl-1,2-benzoxaborinin-6-yl)amino]pyrazole-4-carboxamide